ClC=1C(=C(C=CC1)C(C)(C)NC(C[C@@H]1N(CCC1)C)=O)OC (R)-N-(2-(3-chloro-2-methoxyphenyl)propan-2-yl)-2-(1-methyl-pyrrolidin-2-yl)acetamide